tert-butyl 4-[5-oxo-7-(p-tolylsulfonyloxy)thiazolo[3,2-a]pyrimidin-2-yl]piperazine-1-carboxylate O=C1C=C(N=C2N1C=C(S2)N2CCN(CC2)C(=O)OC(C)(C)C)OS(=O)(=O)C2=CC=C(C=C2)C